BrC=1C=C2C(=NC1)N(CN2)C 6-bromo-3-methyl-1,3-dihydro-2H-imidazo[4,5-b]Pyridine